5,6-dimethoxypicolinic acid COC=1C=CC(=NC1OC)C(=O)O